OC=1C=2N(C=CC1)C(=CN2)C2C(NC(CC2)=O)=O 3-(8-hydroxyimidazo[1,2-a]pyridin-3-yl)piperidine-2,6-dione